[Cl-].C(CCCCCCCCCCCCCCCCCCC)[N+](C)(C)CCCCCCCCCCCCCCCCCCCC bis(eicosyl)dimethyl-ammonium chloride